OC1=CC=C(C=C1)C(C)C 2-(4'-hydroxyphenyl)propane